2,3,9-trimethyl-6H-thieno[3,2-f][1,2,4]triazolo[4,3-a][1,4]diazepin CC1=C(C=2C=NCC=3N(C2S1)C(=NN3)C)C